(R)-6-((3-(5-(3,5-difluoro-4-methylphenyl)-4,5-dihydro-1H-pyrazole-1-carbonyl)-bicyclo[1.1.1]pentan-1-yl)-methoxy)nicotinonitrile FC=1C=C(C=C(C1C)F)[C@H]1CC=NN1C(=O)C12CC(C1)(C2)COC2=NC=C(C#N)C=C2